C(C1=CC=CC=C1)N1CC2(CC1)CCC(CC2)N[C@H](CCCCNS(=O)(=O)C)C(=O)N2[C@@H](CN(CC2)C(=O)OC2=CC(=CC=C2)CN)C(NCC=2SC=CC2)=O 3-(aminomethyl)phenyl (3S)-4-[N2-(2-benzyl-2-azaspiro[4.5]dec-8-yl)-N6-(methylsulfonyl)-D-lysyl]-3-[(thiophen-2-ylmethyl)carbamoyl]piperazine-1-carboxylate